CNC=1C=CC=C2CCCN(C12)S(=O)(=O)C1=C(C=CC(=C1)C1=CC(=NO1)C)C N-methyl-1-[2-methyl-5-(3-methyl-1,2-oxazol-5-yl)benzenesulfonyl]-1,2,3,4-tetrahydroquinolin-8-amine